S1C=NC=C1C1CC=NN1C=O (5-(thiazol-5-yl)-4,5-dihydro-1H-pyrazol-1-yl)methanone